C(C)(=O)N1CCC(CC1)NC1=CC(=NC(=N1)C1=CC=CC=2N=CSC21)C(=O)O 6-((1-acetylpiperidin-4-yl)amino)-2-(benzo[d]thiazol-7-yl)pyrimidine-4-carboxylic acid